P(=O)([O-])([O-])P(=O)([O-])[O-] Hypophosphate